6-benzylpyridin-3-amine C(C1=CC=CC=C1)C1=CC=C(C=N1)N